5-trifluoromethyl-3,4-dicarboxyphenoxy-3,3'-bis(trifluoromethyl)biphenyl FC(C=1C(=C(C=C(OC2=C(C=CC=C2C(F)(F)F)C2=CC(=CC=C2)C(F)(F)F)C1)C(=O)O)C(=O)O)(F)F